3-methoxy-5-(5-phenyl-1H-benzo[d]imidazol-2-yl)benzene-1,2-diol COC1=C(C(=CC(=C1)C1=NC2=C(N1)C=CC(=C2)C2=CC=CC=C2)O)O